C(#N)N(C#N)C1(CCCCC1)CC N,N-dicyano-ethyl-cyclohexylamine